N1-methyl-4,7,10,13-tetraoxahexadecanediamide CNC(CCOCCOCCOCCOCCC(=O)N)=O